C1(=CC(=CC=C1)C=1N2C(C=3C=CC=CC3C1)=C1C=CC=CC1=N2)C 6-(m-Tolyl)indazolo[3,2-a]isoquinoline